N-methyl-7-oxo-4H-pyrazolo[1,5-a]pyrimidine-2-carboxamide CNC(=O)C1=NN2C(NC=CC2=O)=C1